2-[(4-t-butylcyclohexyl)methoxy]ethane-1-ol C(C)(C)(C)C1CCC(CC1)COCCO